C(C)N1CC2(OC3(CC3)C1=O)CCN(CC2)CCOC(C)C 12-Ethyl-8-(2-isopropoxyethyl)-4-oxa-8,12-diazadispiro[2.1.5.3]tridecan-13-on